(5s,7s)-7-fluoro-5-phenyl-2-propyl-6,7-dihydro-5H-pyrrolo[1,2-b][1,2,4]triazole F[C@H]1C[C@H](N2N=C(N=C21)CCC)C2=CC=CC=C2